N-(4-(1-ethoxyvinyl)-3-fluoropyridin-2-yl)acetamide C(C)OC(=C)C1=C(C(=NC=C1)NC(C)=O)F